2-(4-(5-chloro-2-(4-chloro-1H-1,2,3-triazol-1-yl)phenyl)-5-methoxy-2-oxopyridin-1(2H)-yl)-N-(3-(dimethylphosphoryl)phenyl)-3-phenylpropionamide ClC=1C=CC(=C(C1)C1=CC(N(C=C1OC)C(C(=O)NC1=CC(=CC=C1)P(=O)(C)C)CC1=CC=CC=C1)=O)N1N=NC(=C1)Cl